1,4-bis(2-methoxyphenoxy)butane COC1=C(OCCCCOC2=C(C=CC=C2)OC)C=CC=C1